methyl 2-[[4-[4-cyano-6-[(4-cyano-2-fluoro-phenyl)methoxy]-2-pyridyl]-2-fluoro-phenyl]methyl]-3-(2-methoxyethyl)benzimidazole-5-carboxylate C(#N)C1=CC(=NC(=C1)OCC1=C(C=C(C=C1)C#N)F)C1=CC(=C(C=C1)CC=1N(C2=C(N1)C=CC(=C2)C(=O)OC)CCOC)F